FC(OC1=C(C(=O)N[C@H]2[C@H](C2)F)C(=CC(=C1)C=1C=NN2C1C=CC(=C2)C(CN2CCOCC2)(C)C)OC)F 2-(difluoromethoxy)-4-[6-(1,1-dimethyl-2-morpholinoethyl)pyrazolo[1,5-a]pyridin-3-yl]-N-[(1R,2S)-2-fluorocyclopropyl]-6-methoxybenzamide